C(C)(=O)OCCC(C(F)(F)C1=NC=C(N=C1)Cl)=O 2-(5-chloropyrazin-2-yl)-2,2-difluoroacetyl-ethyl acetate